N-((5-(2-((6-methoxy-2-methylquinazolin-4-yl)thio)acetyl)thiophen-2-yl)methyl)-3-(piperidin-1-yl)propenamide COC=1C=C2C(=NC(=NC2=CC1)C)SCC(=O)C1=CC=C(S1)CNC(C=CN1CCCCC1)=O